ethyltricyclo[5.2.1.02,6]decan-2-ylcarboxylate C(C)OC(=O)C12C3CCC(C2CCC1)C3